water butyl-acrylate (((2R,3S)-4-bromo-5-chloro-3-methyl-2-phenyl-2,3-dihydrobenzofuran-2-yl)methyl)carbamate BrC1=C(C=CC2=C1[C@@H]([C@@](O2)(C2=CC=CC=C2)CNC(O)=O)C)Cl.C(CCC)OC(C=C)=O.O